3-methyl-3,4-dihydroquinolin-2-one CC1C(NC2=CC=CC=C2C1)=O